NC1=NC2=C(C=CC=C2C(=N1)C=1N=NN(C1)CC1=CC=CC(=N1)C(CO)(C)C)OC 2-(6-{[4-(2-amino-8-methoxy-4-quinazolinyl)-1H-1,2,3-triazol-1-yl]methyl}-2-pyridyl)-2-methylpropanol